C1CCC12CN(CCC2)CCC=2N=NN(C2)[C@H](C(=O)N2[C@@H](C[C@H](C2)O)C(=O)NC)C(C)(C)C (2S,4r)-1-[(2S)-2-[4-[2-(6-azaspiro[3.5]nonan-6-yl)ethyl]triazol-1-yl]-3,3-dimethyl-butyryl]-4-hydroxy-N-methyl-pyrrolidine-2-carboxamide